5-[[2-[(2R,5S)-2-(4,4-difluorocyclohexyl)-5-methyl-1-piperidyl]-2-oxo-acetyl]amino]pyridine-3-carboxamide FC1(CCC(CC1)[C@@H]1N(C[C@H](CC1)C)C(C(=O)NC=1C=C(C=NC1)C(=O)N)=O)F